C(CCC)C1(COPOC1)CC 5-butyl-5-ethyl-1,3,2-dioxaphosphorinan